3-(4-n-Butyl-1-cyclohexen-1-yl)propanal C(CCC)C1CC=C(CC1)CCC=O